FC(CCN1N=CC(=C1)C(=O)O)(F)F 1-(3,3,3-trifluoropropyl)-1H-pyrazole-4-carboxylic acid